ClC1=NC(=NC(=N1)C1=CC=C(C=C1)OC)C1=CC=C(C=C1)OC 2-chloro-4,6-bis(4-methoxyphenyl)-1,3,5-triazine